FC1=C(N=CC2=C1N=CN=C2N2[C@@H]1CN([C@@H]1CC2)C(=O)OC(C)(C)C)C2=CC=CC1=CC=CC(=C21)C#C[Si](C(C)C)(C(C)C)C(C)C tert-butyl (1R,5R)-2-(8-fluoro-7-(8-((triisopropylsilyl)ethynyl)naphthalen-1-yl)pyrido[4,3-d]pyrimidin-4-yl)-2,6-diazabicyclo[3.2.0]heptane-6-carboxylate